C1(CC1)N(CCC(C(=O)O)NC(COC(C)C)=O)CCCCC1=NC=2NCCCC2C=C1 4-[cyclopropyl-[4-(5,6,7,8-tetrahydro-1,8-naphthyridin-2-yl)butyl]amino]-2-[(2-isopropoxyacetyl)amino]butanoic acid